ClC=1C=C2C(=C3C1NC(NC31CCCCC1)=O)OC(=N2)CN2C(CCCC2)C 5-chloro-2-[(2-methylpiperidin-1-yl)methyl]-7,8-dihydro-6H-spiro[[1,3]oxazolo[5,4-f]quinazoline-9,1'-cyclohexan]-7-one